NC1=NC=C2N(C(N(C2=N1)[C@@H]1O[C@@H](C[C@H]1O)CO)=O)CC1=CC(=C(C=C1)Cl)Cl 2-amino-7-(3,4-dichlorobenzyl)-9-((2R,3R,5S)-3-hydroxy-5-(hydroxymethyl)tetrahydrofuran-2-yl)-7,9-dihydro-8H-purin-8-one